decyl (4-(didecylamino)butyl) phosphate P(=O)(OCCCCCCCCCC)(OCCCCN(CCCCCCCCCC)CCCCCCCCCC)[O-]